FC1=CC=C(C(=O)N2[C@@H](C=3N(CC2)C(=NC3N3CCCC3=O)C3=NC(=NS3)C)C)C=C1 (S)-1-((R)-7-(4-fluorobenzoyl)-8-methyl-3-(3-methyl-1,2,4-thiadiazol-5-yl)-5,6,7,8-tetrahydroimidazo[1,5-a]pyrazin-1-yl)-5-oxopyrrolidine